3-[5-({[4-(Aminomethyl)phenyl]methyl}amino)-1-(3-hydroxy-2,2-dimethylpropanoyl)-4-methyl-1H-pyrazol-3-yl]-N,N,4-trimethyl-2-oxopiperidin-1-sulfonamid NCC1=CC=C(C=C1)CNC1=C(C(=NN1C(C(CO)(C)C)=O)C1C(N(CCC1C)S(=O)(=O)N(C)C)=O)C